C/C(/C(C)=O)=C\C1C(=CCCC1(C)C)C (E)-3-methyl-4-(2,6,6-trimethyl-1-cyclohex-2-enyl)but-3-en-2-one